(S)-7-(1-methoxypropane-2-yl)-2-(methylthio)-7H-pyrrolo[2,3-d]pyrimidine-6-carboxamide COC[C@H](C)N1C(=CC2=C1N=C(N=C2)SC)C(=O)N